O([C@H]1[C@H](O)[C@@H](O)[C@H](O)[C@H](O1)CO)C(C1=CC(O)=C(O)C(O)=C1)=O galloyl β-D-glucopyranoside